NC1=NC(=C2N=CN(C2=N1)[C@H]1C[C@H](C1)COP(=O)(OC1=CC=CC2=CC=CC=C12)N[C@@H](C)C(=O)OCC)OC Ethyl (((cis-3-(2-amino-6-methoxy-9H-purin-9-yl)cyclobutyl)methoxy)(naphthalen-1-yloxy)phosphoryl)-L-alaninate